NCC=1CN(CN(C1)C1=NC=C(C=C1)C(F)(F)F)C(C)C 5-(aminomethyl)-3-isopropyl-1-[5-(trifluoromethyl)-2-pyridinyl]Pyrimidine